Edetic acid, disodium salt [Na+].[Na+].C(N(CC(=O)[O-])CC(=O)O)CN(CC(=O)O)CC(=O)[O-]